5-chloro-N-(oxetan-3-yl)-1-((2-(trimethylsilyl)ethoxy)methyl)-7-vinyl-1H-pyrazolo[4,3-b]pyridin-3-amine ClC1=CC(=C2C(=N1)C(=NN2COCC[Si](C)(C)C)NC2COC2)C=C